5-Bromo-1,3-difluoro-2-iodobenzene BrC=1C=C(C(=C(C1)F)I)F